4-(3-((6-chloro-4-ethoxypyridin-3-yl)carbamoyl)-3-(2-isopropylphenyl)azetidin-1-yl)-2,2-dimethyl-4-oxobutanoic acid ClC1=CC(=C(C=N1)NC(=O)C1(CN(C1)C(CC(C(=O)O)(C)C)=O)C1=C(C=CC=C1)C(C)C)OCC